FC=1C(=NC=CC1O)N1[C@H]([C@H](CC1)NS(=O)(=O)C)CO[C@@H]1CC[C@@H](CC1)C1=C(C(=CC=C1F)F)F N-((2R,3S)-1-(3-fluoro-4-hydroxypyridin-2-yl)-2-((((CIS)-4-(2,3,6-trifluorophenyl)cyclohexyl)oxy)methyl)pyrrolidin-3-yl)methanesulfonamide